6-(4-{1-[(2-Chlorophenyl)methyl]piperidin-4-yl}-1,4-diazepan-1-yl)-N-(pyridine-4-ylmethyl)pyridine-2-carboxamide ClC1=C(C=CC=C1)CN1CCC(CC1)N1CCN(CCC1)C1=CC=CC(=N1)C(=O)NCC1=CC=NC=C1